sodium phosphate sulfate S(=O)(=O)([O-])O.P(=O)(O)(O)O.[Na+]